N-[(6-Amino-2-pyridyl)sulfonyl]-2-(2,2-dimethylpyrrolidin-1-yl)-6-(3-fluoro-5-isobutoxyphenyl)pyridin-3-carboxamid NC1=CC=CC(=N1)S(=O)(=O)NC(=O)C=1C(=NC(=CC1)C1=CC(=CC(=C1)OCC(C)C)F)N1C(CCC1)(C)C